Tert-butyl 4-(7-(2,3-dichloro-6-methoxyphenyl)imidazo[1,2-a]pyridine-2-carbonyl)piperidine-1-carboxylate ClC1=C(C(=CC=C1Cl)OC)C1=CC=2N(C=C1)C=C(N2)C(=O)C2CCN(CC2)C(=O)OC(C)(C)C